5,5-dimethylpyrroline-1-oxide CC1(CC=C[NH+]1[O-])C